{S}-1-{5-bromo-1H-pyrrole-2-carbonyl}-N-{3-cyano-4-fluorophenyl}pyrrolidine-3-carboxamide BrC1=CC=C(N1)C(=O)N1C[C@H](CC1)C(=O)NC1=CC(=C(C=C1)F)C#N